FC(C(C)OC1=C(C(=O)N)C=C(C=C1)F)(C)F ([3,3-difluorobutan-2-yl]oxy)-5-fluorobenzamide